tert-Butyl 4-(((1S)-1-(5-((1,1-dimethyl-2,3-dihydro-1H-inden-2-yl)amino)pyridin-2-yl)-2,2,2-trifluoroethyl)(methyl)carbamoyl)piperidine-1-carboxylate CC1(C(CC2=CC=CC=C12)NC=1C=CC(=NC1)[C@@H](C(F)(F)F)N(C(=O)C1CCN(CC1)C(=O)OC(C)(C)C)C)C